2-cycloheptylpyrimido[4,5-d]pyridazin-5(6H)-one C1(CCCCCC1)C=1N=CC2=C(C=NNC2=O)N1